NC=1C=2N(C=CN1)C(=NC2I)C2CNCCC2 3-(8-amino-1-iodo-imidazo[1,5-a]pyrazine-3-yl)piperidine